C(#N)C=1N=CC(=NC1N[C@H](C)C1=C(C=C(C=C1)Cl)Cl)N1CC(C1)[C@@H]1CN(CCC1)C1CC(C1)(C(=O)O)C 3-[(1S,3R)-3-[1-[5-cyano-6-[[(1R)-1-(2,4-dichlorophenyl)ethyl]amino]pyrazin-2-yl]azetidin-3-yl]-1-piperidyl]-1-methyl-cyclobutanecarboxylic acid